4-chloro-3,6-dimethylisoxazolo[5,4-d]pyrimidine ClC1=C2C(=NC(=N1)C)ON=C2C